4-((4-(benzyloxy)-2-methoxy-6-methylbenzoyl)oxy)-3-methoxy-2,5,6-trimethylbenzoic acid C(C1=CC=CC=C1)OC1=CC(=C(C(=O)OC2=C(C(=C(C(=O)O)C(=C2C)C)C)OC)C(=C1)C)OC